C(CCC)[Li].[N] nitrogen n-Butyl-lithium